(2R)-5-guanidino-N-(4-hydroxybenzyl)-2-(2-phenyl-2-(7-azaspiro[3.5]nonan-7-yl)acetamido)pentanamide N(C(=N)N)CCC[C@H](C(=O)NCC1=CC=C(C=C1)O)NC(C(N1CCC2(CCC2)CC1)C1=CC=CC=C1)=O